FC1=C(C=C(C=2C=C(N=CC12)N)NC1CCNCC1)C1=C(C=CC=C1C)F 8-fluoro-7-(2-fluoro-6-methyl-phenyl)-N5-(4-piperidyl)isoquinoline-3,5-diamine